ethyl 5-benzoyl-2-furancarboxylate C(C1=CC=CC=C1)(=O)C1=CC=C(O1)C(=O)OCC